Tert-butyl 8-hydroxy-1,3,4,5-tetrahydropyrido[4,3-b]indole-2-carboxylate OC1=CC=2C3=C(NC2C=C1)CCN(C3)C(=O)OC(C)(C)C